NC1=CC=C(C=C1)C1=C(C=2N=CN=C(C2N1C1=C(C=C(C=C1F)OCC1=CC=CC=C1)F)NCC1=CC=C(C=C1)OC)C 6-(4-aminophenyl)-5-(4-(benzyloxy)-2,6-difluorophenyl)-N-(4-methoxybenzyl)-7-methyl-5H-pyrrolo[3,2-d]pyrimidin-4-amine